CN(C1=NC(=NN1C)COCC1=C(C(=O)NC2=NN=NN2C)C=CC(=N1)C(F)(F)F)C 2-(((5-(dimethylamino)-1-methyl-1H-1,2,4-triazol-3-yl)methoxy)methyl)-N-(1-methyl-1H-tetrazol-5-yl)-6-(trifluoromethyl)nicotinamide